BrC=1C=C2C(=CC1)C(N(CC21CC1)CC(=O)NC1=CC=C2C=NNC2=C1)=O 2-(6-bromo-1-oxo-spiro[3H-isoquinoline-4,1'-cyclopropan]-2-yl)-N-(1H-indazol-6-yl)acetamide